COC=1C=2N(C=CC1)C(=CN2)I 8-methoxy-3-iodoimidazo[1,2-a]pyridine